1-(triethoxysilylpropyl)-3-methylimidazolium chloride [Cl-].C(C)O[Si](OCC)(OCC)CCCN1C=[N+](C=C1)C